OC1=C(C=C(C=C1)[N+](=O)[O-])N=NC1=C(C=CC2=CC=CC=C12)O 1-[(2-hydroxy-5-nitrophenyl)azo]2-naphthol